CC1=C(C(=CC=C1)C)C=1OC(=CN1)C1=CC=CC=C1 2-(2,6-dimethylphenyl)-5-phenyloxazole